7-methoxy-4-((5-((3-methoxyphenyl)carbamoyl)naphthalen-2-yl)oxy)quinoline-6-carboxamide COC1=C(C=C2C(=CC=NC2=C1)OC1=CC2=CC=CC(=C2C=C1)C(NC1=CC(=CC=C1)OC)=O)C(=O)N